OC[C@H](C[C@H]1C(NCC1)=O)NC([C@H](CC(C)C)NC(O[C@@H](C(C1=CC(=CC=C1)F)(F)F)C1=CC=CC=C1)=O)=O (R)-2,2-difluoro-2-(3-fluorophenyl)-1-phenylethyl ((S)-1-(((S)-1-hydroxy-3-((S)-2-oxopyrrolidin-3-yl)propan-2-yl)amino)-4-methyl-1-oxopentan-2-yl)carbamate